Methyl N-(4,7-difluoro-1H-indole-2-carbonyl)-N-methyl-L-leucinate FC1=C2C=C(NC2=C(C=C1)F)C(=O)N([C@@H](CC(C)C)C(=O)OC)C